N4-Methyl-N4-[1-(1-methylpyrazol-3-yl)cyclopropyl]-6-(1-tetrahydropyran-2-ylindazol-6-yl)-1,3,5-triazine-2,4-diamine CN(C1=NC(=NC(=N1)C1=CC=C2C=NN(C2=C1)C1OCCCC1)N)C1(CC1)C1=NN(C=C1)C